1-(6-(5-((5-fluoro-2'-isopropyl-[1,1'-biphenyl]-2-yl)oxy)pyrimidin-4-yl)-2,6-diazaspiro[3.3]heptan-2-yl)-2-(4-(methylsulfonyl)phenyl)ethan-1-one FC=1C=CC(=C(C1)C1=C(C=CC=C1)C(C)C)OC=1C(=NC=NC1)N1CC2(CN(C2)C(CC2=CC=C(C=C2)S(=O)(=O)C)=O)C1